methyl-trihydrophthalic anhydride CC12C(=O)OC(C1CCC=C2)=O